(4-(2-((7-(benzyloxy)-[1,2,4]triazolo[1,5-a]pyridin-2-yl)amino)-2-oxoethyl)-2-fluorophenoxy)pyridine-3-carboxamide C(C1=CC=CC=C1)OC1=CC=2N(C=C1)N=C(N2)NC(CC2=CC(=C(OC1=NC=CC=C1C(=O)N)C=C2)F)=O